NC=1N=C(C=2N=CN([C@H]3C[C@H](O)[C@@H](CO)O3)C2N1)N 2-aminodeoxyadenosine